1-(2,2-Difluorocyclopropyl)-N-(4-(5-(2-(4,4-difluoropiperidin-1-yl)-6-methylpyrimidin-4-yl)-1,3,4-oxadiazol-2-yl)-3-(6-azaspiro[2.5]octan-6-yl)phenyl)methanesulfonamide FC1(C(C1)CS(=O)(=O)NC1=CC(=C(C=C1)C=1OC(=NN1)C1=NC(=NC(=C1)C)N1CCC(CC1)(F)F)N1CCC2(CC2)CC1)F